FC1=CC(=C(C=C1)C1=NC=C(C=N1)CCNC(OC(C)(C)C)=O)OC=1C(=NN(C1)CC(C)C)C tert-Butyl N-[2-[2-[4-fluoro-2-[3-methyl-1-(2-methylpropyl)pyrazol-4-yl]oxyphenyl]pyrimidin-5-yl]ethyl]carbamate